ClC1=CC=C(C=N1)CN1C=CC=C2C1=NC(N(C2=O)C2=CC(=CC=C2)OC(F)F)=O 8-((6-chloropyridin-3-yl)methyl)-3-(3-(difluoromethoxy)phenyl)pyrido[2,3-d]pyrimidine-2,4(3H,8H)-dione